platinum-iron-gallium [Ga].[Fe].[Pt]